C(C1=CC=CC=C1)OC1=C(C(=O)OCC2=CC=CC=C2)C=CC(=C1)N(C(=O)[C@@H]1N(CC1)S(=O)(=O)C1=C(C(=C(C(=C1F)F)F)F)F)CC1=NC=C(C=C1)C1=CCCCC1 benzyl (R)-2-(benzyloxy)-4-(N-((5-(cyclohex-1-en-1-yl)pyridin-2-yl)methyl)-1-((perfluorophenyl)sulfonyl)-azetidine-2-carboxamido)benzoate